Methyl m-[7-(trifluoromethyl)-2,3,4,5-tetrahydro-1-benzoxepin-2-yl]benzoate FC(C=1C=CC2=C(CCCC(O2)C=2C=C(C(=O)OC)C=CC2)C1)(F)F